ClC1=CC=C(S1)CNC1=CC(=NN1)C1CCN(CC1)CC1=NC(=CC=C1)C N-[(5-chlorothiophen-2-yl)methyl]-3-{1-[(6-methylpyridin-2-yl)methyl]piperidin-4-yl}-1H-pyrazol-5-amine